N-(5-Fluoro-2-pyridyl)-1-methyl-2-oxo-quinoline-3-carboxamide FC=1C=CC(=NC1)NC(=O)C=1C(N(C2=CC=CC=C2C1)C)=O